C(C)N(CC(=O)NC1=C(C=CC=C1C)C)CC 2-diethylamino-N-(2,6-dimethylphenyl)acetamide